2-{[(1S)-1-(4-Chlorophenyl)ethyl]amino}-8-(cyclopropyl-methyl)pyrido[2,3-d]pyrimidin-7(8H)-on ClC1=CC=C(C=C1)[C@H](C)NC=1N=CC2=C(N1)N(C(C=C2)=O)CC2CC2